CS(=O)(=O)C=1C=C(CN2CC3=CC=C(C=C3C2)C(C)=O)C=CC1OCC1CCN(CC1)S(=O)(=O)C 1-(2-(3-(methylsulfonyl)-4-((1-(methylsulfonyl)piperidin-4-yl)-methoxy)benzyl)isoindolin-5-yl)ethan-1-one